OCC1=CC=C(C2=C1OCCO2)N2C(CNCC2)CO 8-(hydroxymethyl)-5-(2-(hydroxymethyl)piperazin-1-yl)-2,3-dihydro-1,4-benzodioxine